C1(CCCC1)C1=NC=C(C(=N1)OC1=CC(=CC(=C1)Cl)Cl)C(=O)N[C@@H](C)\C=C\S(=O)(=O)C (S,E)-2-cyclopentyl-4-(3,5-dichlorophenoxy)-N-(4-(methylsulfonyl)but-3-en-2-yl)pyrimidine-5-carboxamide